CC1=C(C=C2C=CN(C2=C1)C(CC)=O)C1=CC=C(C(=O)NCC=2C=NC=CC2)C=C1 4-(6-methyl-1-propionylindol-5-yl)-N-(pyridin-3-ylmethyl)benzamide